C(C)C=1C=C2COCCCN3N=NC4=C3C=CC(C(C3=CC=C5CCN(C(C1C=C2)=O)CC5=C3)CC(=O)O)=C4C [18-ethyl-32-methyl-20-oxo-14-oxa-8,9,10,21-tetrazahexacyclo[19.5.3.216,19.13,7.06,10.024,28]dotriaconta-1(26),3(32),4,6,8,16,18,24,27,30-decaen-2-yl]acetic acid